5-(4-chlorophenyl)-1-isopropyl-4-oxo-1,4-dihydropyridazine-3-carboxylic acid ethyl ester C(C)OC(=O)C1=NN(C=C(C1=O)C1=CC=C(C=C1)Cl)C(C)C